FC=1C=C(C=CC1F)N1C(CCCC12CCN(CC2)C2=NC(=NC(=C2)O[C@@H]2COC[C@H]2F)CO)=O |r| rac-1-(3,4-difluorophenyl)-9-(6-(((3R,4R)-4-fluorotetrahydrofuran-3-yl)oxy)-2-(hydroxymethyl)pyrimidin-4-yl)-1,9-diazaspiro[5.5]undecan-2-one